NC1=CC(=C(OC2=C(C(=NC=C2)N)Cl)C=C1)F (4-amino-2-fluorophenoxy)-3-chloropyridin-2-amine